Acetyl-8-(2-hydroxy-3-(3-(piperazin-1-yl)isoxazol-5-yl)phenyl)-4,5-dihydro-1H-benzo[b][1,4]diazepin-2(3H)-one 2,2,2-trifluoroacetate FC(C(=O)O)(F)F.C(C)(=O)N1C2=C(NCCC1=O)C=CC(=C2)C2=C(C(=CC=C2)C2=CC(=NO2)N2CCNCC2)O